FC(C)(F)C1=CC=C(C=C1)C1(CCC1)OC(CC(C(=O)O)=C)=O 4-(1-(4-(1,1-difluoroethyl)phenyl)cyclobutoxy)-2-methylene-4-oxobutanoic acid